C(C1=CC=CC=C1)N(C1CC2=C(N(N=C2CC1)C1=NC=CC=C1)O)CCCC 5-(Benzylbutylamino)-2-(pyridin-2-yl)-4,5,6,7-tetrahydro-2H-indazol-3-ol